N-benzyl-1-(4-methoxyphenyl)propan-2-amine C(C1=CC=CC=C1)NC(CC1=CC=C(C=C1)OC)C